ClC1=CC(=NC(=C1)NC1=C(C=CC=C1)OC)C(=O)NC1=CC=CC=C1 4-chloro-6-((2-methoxyphenyl)amino)-N-phenylpicolinamide